1-phenyl-3-(4-tert-butyl-styryl)-5-(4-tert-butyl-phenyl)-dihydropyrazole C1(=CC=CC=C1)N1NC(C=C1C1=CC=C(C=C1)C(C)(C)C)C=CC1=CC=C(C=C1)C(C)(C)C